2-acetamido-N-(5-methylthiophen-2-yl)benzamide C(C)(=O)NC1=C(C(=O)NC=2SC(=CC2)C)C=CC=C1